3-(4-bromophenyl)-5-(trifluoromethyl)-4,5-dihydro-1,2-oxazol-5-ol BrC1=CC=C(C=C1)C1=NOC(C1)(O)C(F)(F)F